2-(3-((5-Bromo-2-((5-methoxy-2-methyl-4-(4-(4-methylpiperazin-1-yl)piperidin-1-yl)phenyl)amino)pyrimidin-4-yl)amino)phenyl)propan-2-ol BrC=1C(=NC(=NC1)NC1=C(C=C(C(=C1)OC)N1CCC(CC1)N1CCN(CC1)C)C)NC=1C=C(C=CC1)C(C)(C)O